2-(4-amino-6-(cyclopent-1-en-1-yl)-9H-pyrimido[4,5-b]indol-9-yl)acetic acid NC1=NC=NC=2N(C3=CC=C(C=C3C21)C2=CCCC2)CC(=O)O